1-[3-(2-{5-[(1R,4R,7R)-7-amino-2-azabicyclo[2.2.1]heptane-2-carbonyl]-7-methoxy-1-methyl-1H-1,3-benzodiazol-2-yl}-1-(cyclopropylmethyl)-1H-indol-6-yl)azetidin-1-yl]ethan-1-one N[C@H]1[C@@H]2N(C[C@H]1CC2)C(=O)C2=CC1=C(N(C(=N1)C=1N(C3=CC(=CC=C3C1)C1CN(C1)C(C)=O)CC1CC1)C)C(=C2)OC